1-(2-bromoethyl)-2,4-dimethoxybenzene BrCCC1=C(C=C(C=C1)OC)OC